NC1=C(SC2=NC(=C(C=C21)F)NCC2=C(C=C(C=C2)OC)OC)C(=O)NCCC2=CC=C(C=C2)N2CCN(CC2)C(=O)OC(C)(C)C tert-Butyl 4-(4-(2-(3-amino-6-((2,4-dimethoxybenzyl)amino)-5-fluorothieno[2,3-b]pyridine-2-carboxamido)ethyl)phenyl)piperazine-1-carboxylate